5-((5-(2,4-difluoro-3-hydroxyphenyl)-1,3,4-thiadiazol-2-yl)methyl)-7-ethyl-5,7-diazaspiro[3.4]octane-6,8-dione FC1=C(C=CC(=C1O)F)C1=NN=C(S1)CN1C2(CCC2)C(N(C1=O)CC)=O